O.Cl.S1N=C(C2=C1C=CC=C2)N2CCN(CC2)CCC=2C=C1CC(NC1=CC2Cl)=O 5-[2-[4-(1,2-benzisothiazol-3-yl)-1-piperazinyl]ethyl]-6-chloro-1,3-dihydro-2H-indol-2-one hydrochloride monohydrate